oxazolyl-benzodiazepine O1C(=NC=C1)C1=NNC2=C(C=C1)C=CC=C2